BrC=1C=C(C=C2C(C=C(OC12)S(=O)(=O)CC)=O)C 8-bromo-2-ethylsulfonyl-6-methyl-chromen-4-one